FC(OC1=C(C=CC(=C1)C(F)(F)F)C=1C=2N(C(=NN1)S)C=NC2)F 1-(2-(Difluoromethoxy)-4-(trifluoromethyl)phenyl)imidazo[1,5-d][1,2,4]triazine-4-thiol